N-(3-bromo-2-methylphenyl)-5-(((2-hydroxyethyl)amino)methyl)picolinamide BrC=1C(=C(C=CC1)NC(C1=NC=C(C=C1)CNCCO)=O)C